ClC1=NC(=NC(=C1)C1=CC=NN1)N 4-chloro-6-(1H-pyrazol-5-yl)pyrimidin-2-amine